FC(C(=O)O)(F)F.OC1=NC=NC=C1N1N=C2C=3C=CN=C(CCCCC(C(NC2=C1)=O)C)C3 4-(4-hydroxypyrimidin-5-yl)-9-methyl-3,4,7,15-tetraazatricyclo[12.3.1.02,6]Octadeca-1(18),2,5,14,16-pentaen-8-one trifluoroacetate salt